OC(C(=O)NC1CN(CCC1)C)(C1=CC=CC=C1)C1=CC=CC=C1 2-hydroxy-N-(1-methylpiperidin-3-yl)-2,2-diphenylacetamide